ClC=1C=C(C=CC1F)[C@@H]1N(OCC1)C1=CC(=NC=N1)NC=1C(=CC(=C(C1)NC(C=C)=O)N1CCC(CC1)N1CCN(CC1)CC1CC1)OC N-(5-((6-((R)-3-(3-chloro-4-fluorophenyl)isoxazolidine-2-yl)pyrimidine-4-yl)amino)-2-(4-(4-(cyclopropylmethyl)piperazine-1-yl)piperidine-1-yl)-4-methoxyphenyl)acrylamide